4-bromopentyl methoxymethyl ether COCOCCCC(C)Br